C(CCCCCCC)C=1C(=C(C(=O)O)C=CC1C(=O)O)CCCCCCCC.C(C1=CC=C(C(=O)OCCCCCCCC)C=C1)(=O)OCCCCCCCC dioctyl terephthalate (r-dioctyl terephthalate)